N-[(1R)-1-[3-amino-5-(trifluoromethyl)phenyl]ethyl]-2-methyl-6,7-dihydro-5H-pyrrolo[3,4-d]pyrimidin-4-amine HCl salt Cl.NC=1C=C(C=C(C1)C(F)(F)F)[C@@H](C)NC=1C2=C(N=C(N1)C)CNC2